C(C)(C)(C)C=1C(=C(C=C(C1)CCC(=O)OCC(CCCC)CC)N1N=C2C(=N1)C=CC=C2)O 2-(3'-tert-butyl-5'-[2-(2-ethylhex-yloxy)carbonylethyl]-2'-hydroxyphenyl)benzotriazole